(1S,4R)-4-acetamido-N-((S)-(3-chloro-2-fluoro-5-hydroxyphenyl)(4-fluoro-bicyclo[2.2.1]hept-1-yl)methyl)-3,3-difluorocyclopentane-1-carboxamide C(C)(=O)N[C@H]1C(C[C@H](C1)C(=O)N[C@@H](C12CCC(CC1)(C2)F)C2=C(C(=CC(=C2)O)Cl)F)(F)F